C(C)(=O)O.C(C)OCCN1C(C(CCC1=O)N)=O 1-(2-ethoxyethyl)-3-amino-2,6-piperidinedione acetate